1-[3-(3,4-Difluoro-benzyl)-3H-imidazo[4,5-b]pyridin-2-ylmethyl]-3-((R)-2-hydroxy-1-phenylethyl)-urea FC=1C=C(CN2C(=NC=3C2=NC=CC3)CNC(=O)N[C@@H](CO)C3=CC=CC=C3)C=CC1F